C(C)(C)(C)OC(=O)N1C[C@@H]2N(C3=CC=C(C=C3NC2=O)Br)CC1 (S)-8-bromo-5-oxo-4,4a,5,6-tetrahydro-1H-pyrazino[1,2-a]quinoxaline-3(2H)-carboxylic acid tert-butyl ester